5-(5-(((5-fluoro-2,3-dihydrobenzofuran-4-yl)methyl)amino)pyrido[3,4-d]pyridazin-8-yl)-1-methyl-1H-pyrazole-3-carboxamide FC=1C=CC2=C(CCO2)C1CNC1=NC=C(C=2C1=CN=NC2)C2=CC(=NN2C)C(=O)N